4-(benzyloxy)-2-methylbutyric acid C(C1=CC=CC=C1)OCCC(C(=O)O)C